1-(3-(2,3-dichloropyridin-4-yl)-4-(difluoromethyl)-1H-pyrazolo[3,4-b]pyridin-6-yl)-4-methylpiperidin-4-amine ClC1=NC=CC(=C1Cl)C1=NNC2=NC(=CC(=C21)C(F)F)N2CCC(CC2)(N)C